ClCCl.C1=CC=CC2=CC3=CC=CC=C3C=C12 anthracene compound with dichloromethane